C(C)S(=O)(=O)C=1C(=NN2C1N=C(C=C2C)C)C2=NC1=C(C=NC(=C1)C(F)(F)F)N2C 3-Ethylsulfonyl-5,7-dimethyl-2-[3-methyl-6-(trifluoromethyl)imidazo[4,5-c]pyridin-2-yl]-pyrazolo[1,5-a]pyrimidine